FC1=C2CN(C(C2=CC(=C1)C1=CC=C(C=C1)C1CCN(CC1)CCF)=O)C(C(=O)NC=1SC=CN1)C1=C(C=CC(=C1)F)O 2-[4-fluoro-6-[4-[1-(2-fluoroethyl)-4-piperidinyl]phenyl]-1-oxo-isoindolin-2-yl]-2-(5-fluoro-2-hydroxy-phenyl)-N-thiazol-2-yl-acetamide